ClC1=C(C=C(C=C1)S(=O)(=O)NC=1C(=NC=C(C1)Cl)C(C1=C(C=CC(=C1)[N+](=O)[O-])Cl)=O)C(F)(F)F 4-chloro-N-(5-chloro-2-(2-chloro-5-nitrobenzoyl)pyridin-3-yl)-3-(trifluoromethyl)benzenesulfonamide